C(C1=CC=CC=C1)OCC(COC1=C(C=CC=2N(C(N(C21)C)=O)COCC[Si](C)(C)C)Br)=C 4-((2-((benzyloxy)methyl)allyl)oxy)-5-bromo-3-methyl-1-((2-(trimethylsilyl)ethoxy)methyl)-1,3-dihydro-2H-benzo[d]imidazol-2-one